FC1=CC(=CC2=C1N(C(=N2)C=2N1C(CNC=3C=CC=C(C2)C13)C(C)C)C)C(=O)OC methyl 7-fluoro-2-(11-isopropyl-1,9-diazatricyclo[6.3.1.04,12]dodeca-2,4,6,8(12)-tetraen-2-yl)-1-methyl-benzimidazole-5-carboxylate